1-(imidazolidin-2-yl)urea N1C(NCC1)NC(=O)N